OC1C=C(C(C(C1)(C)C)C=CC(=CC=CC(=CC=CC=C(C=CC=C(C=CC1=C(CC(CC1(C)C)O)C)C)C)C)C)C 4-[18-(4-hydroxy-2,6,6-trimethylcyclohex-2-en-1-yl)-3,7,12,16-tetramethyloctadeca-1,3,5,7,9,11,13,15,17-nonaenyl]-3,5,5-trimethylcyclohex-3-en-1-ol